ClCC1=CN=CO1 5-(chloromethyl)-oxazole